BrC=1C(=C(C(=O)NC2=CC=C(C=C2)C(\C=C\C2=CC=C(C=C2)N(C)CCO)=O)C(=C(C1F)F)F)F 3-Bromo-2,4,5,6-tetrafluoro-N-[4-[(E)-3-[4-[2-hydroxyethyl(methyl)amino]phenyl]prop-2-enoyl]phenyl]benzamide